C(C(C)C)N1CCN(CC1)C1=CC=C(C=C1)C1=CC2=C(C(=N1)C)C=C(N2C)C2=CC(=CC=C2)S(=O)(=O)C 6-(4-(4-Isobutylpiperazin-1-yl)phenyl)-1,4-dimethyl-2-(3-(methylsulfonyl)phenyl)-1H-pyrrolo[3,2-c]pyridin